C[Hf](C1(C=CC=C1)C(C)(C)C)(C1(C=CC=C1)C(C)(C)C)C dimethyl-bis(T-butylcyclopentadienyl)hafnium